3-iodo-N-(5-phenyl-1,3,4-oxadiazol-2-yl)benzamide IC=1C=C(C(=O)NC=2OC(=NN2)C2=CC=CC=C2)C=CC1